FC1(CC(C1)C(=O)O)C1=CC(=CC=C1)CC1=NN=C(N1)C1=C(C=CC(=C1)OC=1C(=C2C=CNC2=CC1F)C)F 3-Fluoro-3-(3-((5-(2-fluoro-5-((6-fluoro-4-methyl-1H-indol-5-yl)oxy)phenyl)-4H-1,2,4-triazol-3-yl)methyl)phenyl)cyclobutane-1-carboxylic acid